C(C)(C)(C)[Si](OC1CC(C1)OCC1=CC=C(C=C1)C1=CC=C(C=C1)B1OC(C(O1)(C)C)(C)C)(C)C tert-butyldimethyl((1s,3s)-3-((4'-(4,4,5,5-tetramethyl-1,3,2-dioxaborolan-2-yl)-[1,1'-biphenyl]-4-yl)methoxy)cyclobutoxy)silane